OC[C@@H]1CN(C[C@H]1OC)C(=O)OC(C)(C)C tert-butyl (trans)-3-(hydroxymethyl)-4-methoxypyrrolidine-1-carboxylate